C(CC1CCNCC1)C1CCNCC1 4,4'-ethylenedipiperidine